3-methoxybenzoate hydrochloride Cl.COC=1C=C(C(=O)O)C=CC1